(R)-benzyl 2-(((benzyloxy)carbonyl)amino)-3-(3-(1-ethyl-4-methyl-1H-pyrazol-5-yl)benzamido)propanoate C(C1=CC=CC=C1)OC(=O)N[C@@H](C(=O)OCC1=CC=CC=C1)CNC(C1=CC(=CC=C1)C1=C(C=NN1CC)C)=O